N-(2-(3-amino-3-oxopropyl)-6-(furan-3-yl)-2H-indazol-5-yl)-2-bromothiazole-4-carboxamide NC(CCN1N=C2C=C(C(=CC2=C1)NC(=O)C=1N=C(SC1)Br)C1=COC=C1)=O